FC(C1=C(C=CC(=N1)C1=NC=CC=C1C=1C=CC=2N(C1)C(=CN2)C(=O)N)F)F 6-(6'-(Difluoromethyl)-5'-fluoro-[2,2'-bipyridin]-3-yl)imidazo[1,2-a]pyridin-3-carboxamid